CS(=O)(=O)C1=CC=C(C=C1)NC=1N=CC=2C(N1)=NN(C2)CC2CCC(CC2)=O 4-((6-((4-(methylsulfonyl)phenyl)amino)-2H-pyrazolo[3,4-d]pyrimidin-2-yl)methyl)cyclohexan-1-one